C(CCC)N1CCN(CC1)CC1=CC=C(C(=O)NC2=CC(=CC(=C2)C(F)(F)F)N2C=NC(=C2)C)C=C1 4-((4-butylpiperazin-1-yl)methyl)-N-(3-(4-methyl-1H-imidazol-1-yl)-5-(trifluoromethyl)phenyl)benzamide